1-butyl-3-methylimidazoledinitrile ammonium salt [NH4+].C(CCC)N1C(N(C(=C1)C#N)C)C#N